ClC1=NC(=CC(=C1)OC1CC(C1)C(F)F)C1(COCC1)OC 2-chloro-4-(3-(difluoromethyl)cyclobutoxy)-6-(3-methoxytetrahydrofuran-3-yl)pyridine